(2R)-N-(3,4-dichlorobenzyl)-2-((8R,9aS)-8-(dimethylamino)-1-oxo-5-phenethylhexahydro-1H-pyrrolo[1,2-a][1,4]diazepin-2(3H)-yl)-4-methylpentanamide ClC=1C=C(CNC([C@@H](CC(C)C)N2C([C@H]3N(C(CC2)CCC2=CC=CC=C2)C[C@@H](C3)N(C)C)=O)=O)C=CC1Cl